1-(3-(n-methylamino)propyl)1,1,3,3,3-pentamethoxy-1,3-disilapropane CNCCC[Si](C[Si](OC)(OC)OC)(OC)OC